ClC1=CC=C(S1)CNC1=C(C(=NN1)C1CCN(CC1)C(=O)N1CCOCC1)C#N 5-{[(5-Chlorothiophen-2-yl)methyl]amino}-3-[1-(morpholin-4-carbonyl)piperidin-4-yl]-1H-pyrazol-4-carbonitril